COC(=O)C1=NC(=C(C=C1N)F)C 3-amino-5-fluoro-6-methylpyridinecarboxylic acid methyl ester